5-([1,2,4]triazolo[1,5-a]pyridin-5-yl)-2-chlorophenol N=1C=NN2C1C=CC=C2C=2C=CC(=C(C2)O)Cl